CCCCCCCCCCCCCCCCCC(=O)O[C@H](COC(=O)CCCCCCC/C=C\CCCCCCCCC)COP(=O)([O-])OCC[N+](C)(C)C 1-(9Z-nonadecenoyl)-2-octadecanoyl-glycero-3-phosphocholine